3-(benzyloxy)-4-fluoroaniline C(C1=CC=CC=C1)OC=1C=C(N)C=CC1F